C(C)(=O)OCC1=NC(=C2C(=N1)N(N=C2)C(C)C)NC=2N=CN(C2)C2=CC(=C(C(=C2)OC)OC)OC (1-isopropyl-4-((1-(3,4,5-trimethoxyphenyl)-1H-imidazol-4-yl)amino)-1H-pyrazolo[3,4-d]pyrimidin-6-yl)methyl acetate